O(O)C1(C(CCCC1)O)C 2-Hydroperoxy-2-methylcyclohexan-1-ol